COC1=CC(=C(C=C1)CN)C(F)(F)F [4-methoxy-2-(trifluoro-methyl)phenyl]methanamine